3-cyclohexyl-1-methyl-N-(7-methyl-[1,2,4]triazolo[1,5-a]pyridin-6-yl)-1H-pyrazolo[4,3-d]pyrimidin-5-amine C1(CCCCC1)C1=NN(C2=C1N=C(N=C2)NC=2C(=CC=1N(C2)N=CN1)C)C